3-(methoxymethyl)-1-({4-[(2-oxopyridine-1-yl)methyl]Phenyl}methyl)pyrazole-4-carboxamide COCC1=NN(C=C1C(=O)N)CC1=CC=C(C=C1)CN1C(C=CC=C1)=O